2-(2,6-dioxopiperidin-3-yl)-5-((R)-3-(((1-(2-(4-(1,2-diphenylbut-1-en-1-yl)phenoxy)ethyl)piperidin-4-yl)methyl)amino)piperidin-1-yl)isoindoline-1,3-dione O=C1NC(CCC1N1C(C2=CC=C(C=C2C1=O)N1C[C@@H](CCC1)NCC1CCN(CC1)CCOC1=CC=C(C=C1)C(=C(CC)C1=CC=CC=C1)C1=CC=CC=C1)=O)=O